CC1=CC=C(N=N1)NC1=CC2=C(N(C=N2)C2=CC=C(C(=N2)N2CC[C@H]3NCC[C@@H]32)C(C)=O)C=C1 |r| 1-[6-[5-[(6-methylpyridazin-3-yl)amino]benzimidazol-1-yl]-2-[rac-trans-2,3,3a,5,6,6a-hexahydro-1H-pyrrolo[3,2-b]pyrrol-4-yl]-3-pyridyl]ethanone